ClC=1C=C(C(=NC1)OC1=CC=C2C(=N1)NC(=N2)C(=O)NC2(CCS(CC2)(=O)=O)C)OCC(F)F 5-((5-chloro-3-(2,2-difluoroethoxy)pyridin-2-yl)oxy)-N-(4-methyl-1,1-dioxidotetrahydro-2H-thiopyran-4-yl)-3H-imidazo[4,5-b]pyridine-2-carboxamide